Cl.CC1=NNC(=C1C=1C=NNC1)C 3,5-dimethyl-1H,1'H-[4,4']bipyrazolyl hydrochloride